(trans)-3-((2-((7-chloro-1-hydroxy-1,3-dihydrobenzo[c][1,2]oxaborol-5-yl)amino)-5-methylpyrimidin-4-yl)amino)tetrahydro-2H-pyran-4-carbonitrile ClC1=CC(=CC2=C1B(OC2)O)NC2=NC=C(C(=N2)N[C@@H]2COCC[C@H]2C#N)C